Tert-butyl 3-(6,8-difluoro-7-(6-methyl-5-(trifluoromethyl)-1H-indazol-4-yl)-2-(methylthio)quinazolin-4-yl)-3,8-diazabicyclo[3.2.1]octane-8-carboxylate FC=1C=C2C(=NC(=NC2=C(C1C1=C2C=NNC2=CC(=C1C(F)(F)F)C)F)SC)N1CC2CCC(C1)N2C(=O)OC(C)(C)C